FC1=C2C(=NC=3N(C2=CC=C1)C=NN3)N(CCOC)C3=CC(=CC(=C3)C#CC3(CC3)C(F)(F)F)F 6-fluoro-N-(3-fluoro-5-((1-(trifluoromethyl)cyclopropyl)ethynyl)phenyl)-N-(2-methoxyethyl)-[1,2,4]triazolo[4,3-a]quinazolin-5-amine